tert-butyl 4-(6-(4-(4-isopropylpiperazin-1-yl)phenyl)-1-methyl-2-(4-(methylsulfonyl)phenyl)-1H-benzo[d]imidazol-4-yl)piperidine-1-carboxylate C(C)(C)N1CCN(CC1)C1=CC=C(C=C1)C=1C=C(C2=C(N(C(=N2)C2=CC=C(C=C2)S(=O)(=O)C)C)C1)C1CCN(CC1)C(=O)OC(C)(C)C